NC1=CC=C(C=C1)CCOCCOCCNC(OC(C)(C)C)=O tert-butyl N-(2-{2-[2-(4-aminophenyl)ethoxy]ethoxy}ethyl)carbamate